3,3-Difluoro-2,2-dimethyl-1-((2S,5S)-7-methyl-2,3-dihydro-2,5-methanobenzo[f][1,4]oxazepin-4(5H)-yl)propan-1-one FC(C(C(=O)N1C[C@H]2OC3=C([C@@H]1C2)C=C(C=C3)C)(C)C)F